(4-chloro-3,5-dimethyl-pyrazol-1-yl)-N-(2,3-dihydro-1,4-benzodioxin-6-yl)-N-methyl-benzamide ClC=1C(=NN(C1C)C1=C(C(=O)N(C)C2=CC3=C(OCCO3)C=C2)C=CC=C1)C